tert-butyl (S)-5-(3-chloro-4-(2-chloro-3-(5-(((2-hydroxypropyl)amino)methyl)-6-methoxypyridin-2-yl)phenyl)pyridin-2-yl)isoindoline-2-carboxylate ClC=1C(=NC=CC1C1=C(C(=CC=C1)C1=NC(=C(C=C1)CNC[C@H](C)O)OC)Cl)C=1C=C2CN(CC2=CC1)C(=O)OC(C)(C)C